1,2,3-trimethyl-1H-pyrrole CN1C(=C(C=C1)C)C